S1C(=NC2=C1C=CC=C2)NC(=O)C=2C=CC=C1CCN(CC21)C2=CC=C(C(=N2)C(=O)OC(C)(C)C)C=2C=NN(C2C)CC21CC3(CC(CC(C2)C3)C1)OC tert-butyl 6-[8-(1,3-benzothiazol-2-ylcarbamoyl)-3,4-dihydroisoquinolin-2(1H)-yl]-3-(1-{[3-methoxytricyclo[3.3.1.13,7]dec-1-yl]methyl}-5-methyl-1H-pyrazol-4-yl)pyridine-2-carboxylate